NC1=CC=C(C=C1)C=1C=CC(=NC1)NC1=NC=C(C(=N1)NC1=CC(=CC=C1)C(F)(F)F)Cl N2-(5-(4-aminophenyl)pyridin-2-yl)-5-chloro-N4-(3-(trifluoromethyl)phenyl)pyrimidine-2,4-Diamine